FC=1C=C(C=CC1P(=O)(O)O)[C@H](C(=O)N[C@@H]1B(OC2=C(C1)C=CC=C2C(=O)O)O)NC(=O)C=2C=CN1C=CC=CC21 (R)-3-((R)-2-(3-fluoro-4-phosphonophenyl)-2-(indolizine-1-carboxamido)acetamido)-2-hydroxy-3,4-dihydro-2H-benzo[e][1,2]oxaborinine-8-carboxylic acid